NC1=NNC(=N1)O 3-amino-5-hydroxy-1,2,4-triazole